ClC=1C=C(C=CC1F)NC(N(C=1C=NC(=CC1)OC)CC=1C2=C(NN1)CCS(C2)(=O)=O)=O (3-Chloro-4-fluorophenyl)-1-((5,5-dioxo-1,4,6,7-tetrahydrothiopyrano[4,3-c]pyrazol-3-yl)methyl)-1-(6-methoxypyridin-3-yl)urea